2-(6-(((1r,2s,3s,5s)-2-fluoro-9-azabicyclo[3.3.1]non-3-yl)oxy)pyridazin-3-yl)-5-(1-methyl-1H-pyrazol-4-yl)phenol F[C@H]1[C@H]2CCC[C@@H](C[C@@H]1OC1=CC=C(N=N1)C1=C(C=C(C=C1)C=1C=NN(C1)C)O)N2